N-(2-methylpyrimidin-5-yl)-1,7-naphthyridin-8-amine CC1=NC=C(C=N1)NC=1N=CC=C2C=CC=NC12